[4-methoxy-7-(1-methyl-1H-pyrazol-4-yl)-thiazolo[4,5-c]pyridin-2-yl]-amid COC1=NC=C(C2=C1N=C(S2)[NH-])C=2C=NN(C2)C